C(C)(C)(C)OC(=O)N(C1CCN(CC1)C1=NC=C(C=2C1=NC=CN2)C(=O)O)C2CC2 5-[4-[tert-butoxycarbonyl(cyclopropyl)amino]-1-piperidyl]-pyrido[3,4-b]pyrazine-8-carboxylic acid